C(C)(C)(C)OC(=O)N1CCC(CC1)C(N(C)C(C1=CC=C(C=C1)N)=O)=O.C(CC(C)C)NC(C1=CC(=CC=C1)C=1C=CC2=C(NC(=N2)NCCCCC)C1)=O N-isopentyl-3-(2-pentylamino-1H-benzo[d]imidazol-6-yl)benzamide t-butyl-4-((4-aminobenzoyl)(methyl)carbamoyl)piperidine-1-carboxylate